5-bromo-2-methylpyrazolo[3,4-c]pyridine-6-oxide BrC1=CC=2C(C=[N+]1[O-])=NN(C2)C